C(CCCCCCC=CCC=CCCCCC)(=O)O 8,11-Heptadecadienoic acid